cyano-2-[4-(trifluoromethyl)thiazol-2-yl]benzoic acid C(#N)C=1C(=C(C(=O)O)C=CC1)C=1SC=C(N1)C(F)(F)F